BrC1(C(N(C=2N=C(N=CC21)Cl)CC2=CC=C(C=C2)C=2N(C(=C(N2)C(F)(F)F)Br)C)=O)Br 5,5-dibromo-7-([4-[5-bromo-1-methyl-4-(trifluoromethyl)-1H-imidazol-2-yl]phenyl]methyl)-2-chloro-5H,6H,7H-pyrrolo[2,3-d]pyrimidin-6-one